(((S)-1,4-DioxohexaN-2-yl)methoxy)-N-((R)-1-(3-amino-5-(trifluoromethyl)phenyl)ethyl)-7-methoxy-2-methylquinazolin-4-amine O=C[C@@H](CC(CC)=O)COC1=C2C(=NC(=NC2=CC(=C1)OC)C)N[C@H](C)C1=CC(=CC(=C1)C(F)(F)F)N